C(CCCCCCCCCCCCC)(=O)[O-].C(CCCCCCCCCCCCC)(=O)[O-].[Na+].[Na+] sodium ditetradecanoate